(5S,8S)-N-(4-chloro-2-fluorobenzyl)-5-fluoro-8-hydroxy-8-methyl-5,6,7,8-tetrahydro-quinoline-5-carboxamide ClC1=CC(=C(CNC(=O)[C@]2(C=3C=CC=NC3[C@@](CC2)(C)O)F)C=C1)F